C(C1=CC=CC=C1)OC(=O)OC1=C(C(=O)OCC2=CC=CC=C2)C=C(C=C1)[N+](=O)[O-] benzyl 2-((benzyloxycarbonyl)oxy)-5-nitrobenzoate